1,2-dimethylcyclopropan-1-amine hydrogen chloride Cl.CC1(C(C1)C)N